FC1=C(C=CC(=C1C)OC1=CC2=C(N(C=N2)C)C=C1)NC=1C2=C(N=CN1)C=CC(=N2)C=CCNC(C=C)=O N-(3-(4-((2-fluoro-3-methyl-4-((1-methyl-1H-benzo[d]imidazol-5-yl)oxy)phenyl)amino)pyrido[3,2-d]pyrimidin-6-yl)allyl)acrylamide